methyl 3-(2-methyl-1H-imidazol-1-yl)-4-nitrobenzoate CC=1N(C=CN1)C=1C=C(C(=O)OC)C=CC1[N+](=O)[O-]